ClC1=C(C=NN(C1=O)C1CCC(CC1)C(=O)O)NCC1COCCC1 4-(5-chloro-6-oxo-4-(((tetrahydro-2H-pyran-3-yl)methyl)amino)pyridazin-1(6H)-yl)cyclohexane-1-carboxylic acid